COC[C@@H]1N(CC1)C=1C=CC=2C3(C4=CC=C(C=C4OC2C1)N1[C@H](CC1)COC)OC(C1=CC=C(C=C13)C(=O)OC)=O methyl 3',6'-bis((R)-2-(methoxymethyl) azetidin-1-yl)-3-oxo-3H-spiro[isobenzofuran-1,9'-xanthene]-6-carboxylate